4-(hydroxymethyl)phenylboronic acid pinacol ester OCC1=CC=C(C=C1)B1OC(C)(C)C(C)(C)O1